N-(4-benzylphenyl)-2-[(1-methyl-1H-tetrazol-5-yl)sulfanyl]-5-nitrobenzamide C(C1=CC=CC=C1)C1=CC=C(C=C1)NC(C1=C(C=CC(=C1)[N+](=O)[O-])SC1=NN=NN1C)=O